3-(4-tolyloxy)propionic acid C1(=CC=C(C=C1)OCCC(=O)O)C